3-((4-bromophenyl)amino)-2-hydroxypropionic acid tert-butyl ester C(C)(C)(C)OC(C(CNC1=CC=C(C=C1)Br)O)=O